C1CCC2=C(C=3CCCC3C=C12)NC(=O)NS(=O)(=O)C1=CC2=C(OCO2)C=C1 N-((1,2,3,5,6,7-hexahydro-s-indacen-4-yl)carbamoyl)benzo[d][1,3]dioxole-5-sulfonamide